C(C=CCCCCCCCCCCCCCCC)(=O)SCCNC(CCNC([C@@H](C(COP(OP(OC[C@@H]1[C@H]([C@H]([C@@H](O1)N1C=NC=2C(N)=NC=NC12)O)OP(=O)(O)O)(=O)O)(=O)O)(C)C)O)=O)=O octadecenoyl-coA